FC(C1=CC=C(CNC(C2=CC(=C(C=C2)N2CCN(CC2)C)NS(=O)(=O)C2=CC=C(C=C2)C)=O)C=C1)(F)F N-(4-trifluoromethylbenzyl)-3-((4-methylphenyl)sulphonamido)-4-(4-methylpiperazin-1-yl)benzamide